CN(C1=NC=C(C=C1)N)C N2,N2-dimethylpyridine-2,5-diamine